(biphenyl-4-yl)-(6-bromobiphenyl-3-yl)-(4-naphthalen-1-yl-phenyl)amine C1(=CC=C(C=C1)N(C1=CC=C(C=C1)C1=CC=CC2=CC=CC=C12)C=1C=C(C(=CC1)Br)C1=CC=CC=C1)C1=CC=CC=C1